C(C)(C)(CC)OO t-amyl hydroperoxide